3-(3-(((R)-6-ethyl-2,2-dimethyl-6,7-dihydro-[1,3]dioxolo[4',5':4,5]benzo[1,2-f][1,4]oxazepin-8(9H)-yl)methyl)-4-methylphenyl)-2,2-dimethylpropionic acid C(C)[C@H]1OC2=C(CN(C1)CC=1C=C(C=CC1C)CC(C(=O)O)(C)C)C=C1C(=C2)OC(O1)(C)C